C(C)(C)(C)OC(=O)N(CCN(C(OCC1=CC=CC=C1)=O)CCO)CC benzyl {2-[(tert-butoxycarbonyl)(ethyl)amino]ethyl}(2-hydroxyethyl)carbamate